1,2-bis(3,5-dimethoxyphenyl)-3-hydroxyphenylethanedione COC=1C=C(C=C(C1)OC)C1(C(C(=CC=C1)O)C1=CC(=CC(=C1)OC)OC)C(C=O)=O